(3-(11-amino-9-methoxy-1,2,3,4-tetrahydro-6H-indolo[2,3-b]quinolin-6-yl)propyl)(methyl)carbamic acid tert-butyl ester C(C)(C)(C)OC(N(C)CCCN1C=2C=CC(=CC2C=2C1=NC=1CCCCC1C2N)OC)=O